(2-(methoxy(methyl)carbamoyl)phenyl)piperidine-1-carboxylic acid tert-butyl ester C(C)(C)(C)OC(=O)N1C(CCCC1)C1=C(C=CC=C1)C(N(C)OC)=O